ClC1=C(C(=NN1C1CCCC1)C(F)F)C=O 5-CHLORO-1-CYCLOPENTYL-3-(DIFLUOROMETHYL)-1H-PYRAZOLE-4-CARBALDEHYDE